N1=C(C=CC=C1)C=1C=C(COC(=O)ON=C(C2=CC=CC=C2)C2=CC=CC=C2)C=CC1 diphenyl-methanone O-(((3-(pyridin-2-yl)benzyl)oxy)carbonyl) oxime